(S)-8-fluoro-5-(4-fluoro-3-methylphenyl)-6-(2-hydroxy-1-methoxybutan-2-yl)-7-(4-(methoxycarbonyl)phenyl)pyrrolo[2,3-f]indazole FC=1C2=C(C=C3C=NNC13)N(C(=C2C2=CC=C(C=C2)C(=O)OC)[C@](COC)(CC)O)C2=CC(=C(C=C2)F)C